N1(CCNCCC1)CC1(CCN(CC1)C1=NC(=CC(=N1)OC1=CC(=CC=C1)F)C(F)(F)F)O 4-(1,4-diazacycloheptan-1-ylmethyl)-1-[4-(3-fluorophenoxy)-6-(trifluoromethyl)pyrimidin-2-yl]piperidin-4-ol